(2,4-dimethoxybenzyl)-3,3-dimethylbutanamide COC1=C(CC(C(=O)N)C(C)(C)C)C=CC(=C1)OC